Chloroisoquinolin ClC1=NC=CC2=CC=CC=C12